n-butyl-ethyl-phosphinat C(CCC)P([O-])(=O)CC